C(CCCCCCCC)C1=NC(=C2NC=NC2=N1)N nonyl-adenine